B([O-])([O-])[O-].[Zr+4].[Li+] Lithium Zirconium Borate